2,2,4-trimethylpentyl acetate C(C)(=O)OCC(CC(C)C)(C)C